FC=1C(=C(C=C(C1)F)NC(=O)NC1=CC(=CC(=C1)OC)F)CO 1-(3,5-difluoro-2-hydroxymethylphenyl)-3-(3-fluoro-5-methoxyphenyl)urea